CC1=CC(=NN1[C@H](CN[C@H](C1=CC=CC=C1)[C@H]1CNC2=C(N1)N=CC(=C2)C=2C=NN(C2)C)C)C#N 5-methyl-1-((S)-1-(((R)-((R)-7-(1-methyl-1H-pyrazol-4-yl)-1,2,3,4-tetrahydropyrido[2,3-b]pyrazin-3-yl)(phenyl)methyl)amino)propan-2-yl)-1H-pyrazole-3-carbonitrile